CC1=NNC(=C1S(=O)(=O)N1CCC(CC1)(C(=O)OCC)CC1=CC=C(C=C1)OC)C 1-[(3,5-dimethyl-1H-pyrazol-4-yl)sulfonyl]-4-[(4-methoxyphenyl)methyl]-4-piperidinecarboxylic acid, ethyl ester